2-methyl-phenyl-hydrazine hydrochloride Cl.CC1=C(C=CC=C1)NN